2-{[5-(5-ethylpyridin-2-yl)-1H-1,2,4-triazol-3-yl]sulfanyl}-1-(pyridin-2-yl)propan-1-one C(C)C=1C=CC(=NC1)C1=NC(=NN1)SC(C(=O)C1=NC=CC=C1)C